Cl.O=C1NC(CCC1N1C(C2=CC=C(C=C2C1=O)OCCOCCNC)=O)=O 2-(2,6-Dioxopiperidin-3-yl)-5-(2-(2-(methylamino)ethoxy)ethoxy)isoindoline-1,3-dione hydrochloride